1-Cyclopropyl-5-oxo-N-(5-(4-(trifluoromethyl)phenoxy)-2,3-dihydrobenzofuran-7-yl)pyrrolidine-2-carboxamide C1(CC1)N1C(CCC1=O)C(=O)NC1=CC(=CC=2CCOC21)OC2=CC=C(C=C2)C(F)(F)F